tri(dodecanol) phosphite P(O)(O)O.C(CCCCCCCCCCC)O.C(CCCCCCCCCCC)O.C(CCCCCCCCCCC)O